(1R,2S,5R)-1-acetamido-N-(tert-butyl)-2-((dibenzylamino)methyl)-5-(2-(4,4,5,5-tetramethyl-1,3,2-dioxaborolan-2-yl)ethyl)cyclohexane-1-carboxamide C(C)(=O)N[C@]1([C@@H](CC[C@H](C1)CCB1OC(C(O1)(C)C)(C)C)CN(CC1=CC=CC=C1)CC1=CC=CC=C1)C(=O)NC(C)(C)C